4-(pyridin-4-ylmethyl)-1-trityl-1H-imidazole-2-carbaldehyde N1=CC=C(C=C1)CC=1N=C(N(C1)C(C1=CC=CC=C1)(C1=CC=CC=C1)C1=CC=CC=C1)C=O